N-[4-[4-(5-Cyano-2-pyridyl)piperazin-1-yl]phenyl]-4-prop-2-ynoxy-benzamid C(#N)C=1C=CC(=NC1)N1CCN(CC1)C1=CC=C(C=C1)NC(C1=CC=C(C=C1)OCC#C)=O